C(C)N(CCN(CCOC(=O)OC(CCCCCC(C(=O)[O-])(CCCCCCCC)CCCCCC)CCCCCC(C(=O)[O-])(CCCCCCCC)CCCCCC)CC)CC 6-(((2-((2-(Diethylamino)ethyl)(ethyl)amino)ethoxy)carbonyl)oxy)undecane-1,11-diylbis(2-hexyldecanoate)